The molecule is a member of the class of phenazines that is 5,10-dihydrophenazine-1-carboxylic acid substituted by benzoyl groups at positions 3 and 7 and a geranyl moiety at position 5. It is isolated from the mycelium of Streptomyces prunicolor and acts as a free radical scavenger. It has a role as a metabolite and a radical scavenger. It is a member of phenazines, a dioxo monocarboxylic acid, a diketone and an aromatic ketone. CC(=CCC/C(=C/CN1C2=CC(=CC(=C2NC3=C1C=C(C=C3)C(=O)C4=CC=CC=C4)C(=O)O)C(=O)C5=CC=CC=C5)/C)C